1,5-dimethyl (2S)-2-[(4-{[3-(4-{[(3S,4R)-3-fluoro-1-methylpiperidin-4-yl] amino}-1-(2,2,2-trifluoroethyl)-1H-indol-2-yl) prop-2-yn-1-yl]amino}-3-methoxyphenyl) formamido]pentanedioate F[C@H]1CN(CC[C@H]1NC1=C2C=C(N(C2=CC=C1)CC(F)(F)F)C#CCNC1=C(C=C(C=C1)C(=O)N[C@H](C(=O)OC)CCC(=O)OC)OC)C